(1'R,2'R)-5'-Methyl-4-pentyl-2'-(prop-1-en-2-yl)-6-(prop-2-yn-1-yloxy)-1',2',3',4'-tetrahydro-[1,1'-biphenyl]-2-ol CC=1CC[C@H]([C@@H](C1)C=1C(=CC(=CC1OCC#C)CCCCC)O)C(=C)C